ClC=1C=C(C=CC1C(F)(F)F)[C@H]1N(C[C@@H](CC1)C)C(C(=O)NC=1C=C(C=NC1)C(=O)N)=O 5-[[2-[(2S,5R)-2-[3-chloro-4-(trifluoromethyl)phenyl]-5-methyl-1-piperidyl]-2-oxo-acetyl]amino]pyridine-3-carboxamide